C(CCCCCCCCC)OC(C(C(=O)OCCCCCCCCCC)(CCCCO)CC)=O 2-Ethyl-2-(4-hydroxybutyl)malonic acid didecyl ester